4,4'-bis(2-sulfonatostyryl)biphenyl S(=O)(=O)([O-])C1=C(C=CC2=CC=C(C=C2)C2=CC=C(C=C2)C=CC2=C(C=CC=C2)S(=O)(=O)[O-])C=CC=C1